COC1=CC=C(C=C1)C1=NN2C(N=CC=C2OC2=C(C=C(C=C2)[N+](=O)[O-])F)=C1 (4-methoxyphenyl)-7-(2-fluoro-4-nitrophenoxy)pyrazolo[1,5-a]pyrimidine